4,5-dihydroxy-6-(hydroxymethyl)tetrahydro-2H-pyran-3-carboxylate OC1C(COC(C1O)CO)C(=O)[O-]